bis(1,2,2,6,6-pentamethylpiperidyl)-sebacate CN1C(C(CCC1(C)C)C(C(=O)[O-])(CCCCCCCC(=O)[O-])C1C(N(C(CC1)(C)C)C)(C)C)(C)C